2-cyanocyclopropane-1-carboxylic acid C(#N)C1C(C1)C(=O)O